2-[(5-fluoro-2-hydroxy-phenyl)-(5-methyl-4H-1,2,4-triazol-3-yl)methyl]-6-[4-(1-methyl-4-piperidyl)phenyl]isoindolin-1-one FC=1C=CC(=C(C1)C(N1C(C2=CC(=CC=C2C1)C1=CC=C(C=C1)C1CCN(CC1)C)=O)C1=NN=C(N1)C)O